C(C)(C)(C)OC(=O)N(CCCN1C(=NC2=C1C(=CC(=C2)OC)B(O)O)C)C [3-[3-[tert-butoxycarbonyl(methyl)amino]propyl]-6-methoxy-2-methyl-benzimidazol-4-yl]boronic acid